2-bromo-N-[3-fluoro-5-(1,1,2,2,3,3,3-heptafluoropropyl)pyridin-2-yl]-3-methyl-5-nitrobenzamide BrC1=C(C(=O)NC2=NC=C(C=C2F)C(C(C(F)(F)F)(F)F)(F)F)C=C(C=C1C)[N+](=O)[O-]